1-bromo-3-methoxy-5-(methylsulfonyl)benzene BrC1=CC(=CC(=C1)S(=O)(=O)C)OC